propyl-2,2,2-trifluoroethyl carbonate C(OC(C(F)(F)F)CCC)([O-])=O